4-(4-acetylpiperazin-1-yl)-N-(6-((2-fluorophenyl)amino)-1H-pyrazolo[3,4-b]pyridin-3-yl)benzamide C(C)(=O)N1CCN(CC1)C1=CC=C(C(=O)NC2=NNC3=NC(=CC=C32)NC3=C(C=CC=C3)F)C=C1